Methyl 4-O-(3-azido-3-deoxy-β-D-galactopyranosyl)-2-acetamido-2-deoxy-β-D-glucopyranoside N(=[N+]=[N-])[C@@H]1[C@H]([C@@H](O[C@@H]([C@@H]1O)CO)O[C@H]1[C@@H]([C@H]([C@H](OC)O[C@@H]1CO)NC(C)=O)O)O